1-cyclopropyl-2-methyl-6-(4-((1-methylpiperidin-3-yl)oxy)pyrrolo[2,1-F][1,2,4]triazin-5-yl)-1H-imidazo[4,5-b]pyridine C1(CC1)N1C(=NC2=NC=C(C=C21)C=2C=CN1N=CN=C(C12)OC1CN(CCC1)C)C